O[C@H]1[C@H](CC1)CNC=1N=NC(=C2C1C=NC=C2)C2=C(C=C(C=C2)C(F)(F)F)O 2-(4-((((1R,2R)-2-hydroxycyclobutyl)methyl)amino)pyrido[3,4-d]pyridazin-1-yl)-5-(trifluoromethyl)phenol